C(C1=CC=CC=C1)=NS(=O)C(C)(C)C N-benzylidene-2-methyl-propane-2-sulfinamide